2-(2,6-dioxopiperidin-3-yl)-4-((6-hydroxyhexyl)amino)isoindoline-1,3-dione O=C1NC(CCC1N1C(C2=CC=CC(=C2C1=O)NCCCCCCO)=O)=O